CC1=C(C(=O)O)C(=CC(=C1)C)C 2,4,6-Trimethyl-benzoic acid